CC1=C(C(=O)NC2(CC2)C2=C3C=CC=NC3=CC(=C2)C=2SC(=CC2)CN2CCOCC2)C=C(C=C1)OCC1N(CC1)C 2-Methyl-5-((1-methylazetidin-2-yl)methoxy)-N-(1-(7-(5-(morpholinomethyl)thiophen-2-yl)quinolin-5-yl)cyclopropyl)benzamide